ClC1=CC=C(C=C1)N1N=C(C(C=C1C)=O)C(=O)NC1=NC=CC=C1 1-(4-chlorophenyl)-6-methyl-4-oxo-N-(pyridin-2-yl)-1,4-dihydropyridazine-3-carboxamide